(S)-2-chloro-3-(4-chloro-2',3',4',5',6,6'-hexafluoro-[1,1'-biphenyl]-3-yl)propanoic acid Cl[C@H](C(=O)O)CC=1C=C(C(=CC1Cl)F)C1=C(C(=C(C(=C1F)F)F)F)F